(R)-2-fluoro-4-((4-((2-hydroxyethyl)(methyl)amino)pyrimidin-2-yl)amino)-N-(8-methylisoquinolin-1-yl)-N-(piperidin-3-yl)benzamide FC1=C(C(=O)N([C@H]2CNCCC2)C2=NC=CC3=CC=CC(=C23)C)C=CC(=C1)NC1=NC=CC(=N1)N(C)CCO